BrC=1C(=NC(=CC1)Cl)OC 3-bromo-6-chloro-2-methoxy-pyridine